pyrazine-2,3,5-tricarboxylic acid N1=C(C(=NC(=C1)C(=O)O)C(=O)O)C(=O)O